ClC1=NC(=CC2=CC(=C(C=C12)OC)OC)Cl 1,3-dichloro-6,7-dimethoxyisoquinoline